S1C(=CC=C1)NC(=O)C=1C=C(C=CC1)C1=CC=CC=C1 N-(thiophen-2-yl)-[1,1'-biphenyl]-3-carboxamide